COC=1C=C(C(=O)OC)C(=CN1)NC(=O)C=1C(=NC=NC1NC12CC(C1)(C2)N2CCOCC2)OC methyl 2-methoxy-5-(4-methoxy-6-((3-morpholinobicyclo[1.1.1]pentan-1-yl)amino)pyrimidine-5-carboxamido)isonicotinate